C1(CC1)CNC1(CN(C1)C1=NC(=C(C=C1)C1=NNC2=CC=C(C=C12)O[C@H](C)C1=C(C=NC=C1Cl)Cl)F)C (R)-N-(cyclopropylmethyl)-1-(5-(5-(1-(3,5-dichloropyridin-4-yl)ethoxy)-1H-indazol-3-yl)-6-fluoropyridin-2-yl)-3-methylazetidin-3-amine